BrC1=CC=C(C=C1)[NH+](C)C p-bromo-N,N-dimethyl-phenyl-ammonium